dihydropyrimidine-2,4(1H,3H)-dione 2,2,2-trifluoroacetate FC(C(=O)O)(F)F.N1C(NC(CC1)=O)=O